1-(4-(cyano(4-(trifluoromethyl)phenyl)methylene)piperidine-1-carbonyl)piperidine-4-sulfonamide C(#N)C(=C1CCN(CC1)C(=O)N1CCC(CC1)S(=O)(=O)N)C1=CC=C(C=C1)C(F)(F)F